C(C1=CC=CC=C1)C=1NC(N(C1)C(=O)Cl)=O 4-benzyl-2-oxo-2,3-dihydro-1H-imidazole-1-carbonyl chloride